2-{6-Azaspiro[2.5]octane-6-yl}-N-[8-(4,4-difluoropiperidin-1-yl)-2-hydroxy-1,7-naphthyridine-6-yl]-4-iodobenzamide C1CC12CCN(CC2)C2=C(C(=O)NC=1C=C3C=CC(=NC3=C(N1)N1CCC(CC1)(F)F)O)C=CC(=C2)I